C1(CC1)C=1NC(=NN1)C1CC2(CN(C2)C(=O)N2CC3(C2)CC(C3)CC3=CC=C(C=C3)P(=O)(C)C)C1 [6-(5-cyclopropyl-4H-1,2,4-triazol-3-yl)-2-azaspiro[3.3]heptan-2-yl]-[6-(4-dimethylphosphorylbenzyl)-2-azaspiro[3.3]heptan-2-yl]methanone